CC1=C(CN2C=C(CC=C2)C#N)C=CC=C1 1-(2-methylbenzyl)-3-cyano-1,4-dihydropyridine